ClC=1C=C2C(=NC1)C=C(N2C)C2=CC=C(C=C2)S(=O)(=O)C2CC2 6-chloro-2-(4-cyclopropylsulfonylphenyl)-1-methyl-pyrrolo[3,2-b]pyridine